NC1=C2C(=NC=N1)N(N=C2C2=CC(=C(C=C2)CNC(C2=C(C=CC(=C2)F)OC)=O)C)C=2C=CC(=NC2)N2CCN(CC2)C(=O)OC(C)(C)C tert-butyl 4-(5-(4-amino-3-(4-((5-fluoro-2-methoxybenzamido)methyl)-3-methylphenyl)-1H-pyrazolo[3,4-d]pyrimidin-1-yl)pyridin-2-yl)piperazine-1-carboxylate